[Zr+4].[NH4+].C(C(O)C)(=O)[O-].[Zr+4].C(CCCCCCCCCCCCCCCCC)(=O)[O-].[Zr+4] Zirconium Stearate Zirconium Lactate Ammonium Salt Zirconium